C(CCCCCCC)C=1C(=C(C=CC1)NC1=CC=CC=C1)CCCCCCCC di-octyl-diphenylamine